FC=1C=C2C(=NNC2=CC1OCCOC)C1=CC(=NO1)C1=CC(=C(C=C1)C(=O)N1CC(C1)N1CCOCC1)C (4-{5-[5-Fluoro-6-(2-methoxyethoxy)-1H-indazol-3-yl]-isoxazol-3-yl}-2-methylphenyl)-(3-morpholin-4-yl-azetidin-1-yl)-methanon